heneicosyl-dimethyl-(3-sulfopropyl)ammonium hydroxide [OH-].C(CCCCCCCCCCCCCCCCCCCC)[N+](CCCS(=O)(=O)O)(C)C